2-chloro-4-(4-methylpiperazin-1-yl)-N-[(1R,3S)-3-{[2-(trifluoromethyl)quinolin-4-yl]amino}cyclohexyl]benzamide ClC1=C(C(=O)N[C@H]2C[C@H](CCC2)NC2=CC(=NC3=CC=CC=C23)C(F)(F)F)C=CC(=C1)N1CCN(CC1)C